[5-(2,2-difluoroethyl)-4,6-dimethoxy-pyrimidin-2-yl]-7-(2-methylimidazol-1-yl)-1H-indole-3-sulfonamide FC(CC=1C(=NC(=NC1OC)N1C=C(C2=CC=CC(=C12)N1C(=NC=C1)C)S(=O)(=O)N)OC)F